14-chloro-20,22-difluoro-15-methoxy-17,17-dioxo-17λ6-thia-10,18-diazatetracyclo[17.3.1.112,16.02,7]tetracosa-1(23),2,4,6,12,14,16(24),19,21-nonaene ClC=1C=C2CNCCC3=CC=CC=C3C=3C(=CC(=C(NS(C(C1OC)=C2)(=O)=O)C3)F)F